S1SC(CC1)C(C(=O)NCCCNC(C(=C)C)=O)CCC (1,2-dithiolan-3-yl)-N-(3-methacrylamidopropyl)pentanamide